BrC1=CC2=C(SC(=C2)C(=O)OCC)C(=C1)C=O Ethyl 5-bromo-7-formylbenzo[b]thiophene-2-carboxylate